COC=1C=C(C=C(C1C)OC)C1=C(C=C(C=C1)NC1(CCOCC1)C(=O)O)CCC1COCC1 4-((3',5'-dimethoxy-4'-methyl-2-(2-(tetrahydrofuran-3-yl)ethyl)-[1,1'-biphenyl]-4-yl)amino)tetrahydro-2H-pyran-4-carboxylic acid